2-[3-(4-cyclopropylpiperazin-1-yl)-1,2,4-triazin-6-yl]-5-(1H-pyrazol-4-yl)phenol C1(CC1)N1CCN(CC1)C=1N=NC(=CN1)C1=C(C=C(C=C1)C=1C=NNC1)O